[N+](=O)([O-])C1=CC=C(C(=O)O[C@@H]2C=3N=CC=NC3CCC2C2N3C(C4=CC=CC=C24)=CN=C3)C=C1 (5S)-6-(5H-imidazo[5,1-a]isoindol-5-yl)-5,6,7,8-tetrahydroquinoxalin-5-yl 4-nitrobenzoate